tert-butyl ((1S,2S,4S)-2-(dimethylamino)-4-(m-tolyl)cyclohexyl)carbamate CN([C@@H]1[C@H](CC[C@@H](C1)C=1C=C(C=CC1)C)NC(OC(C)(C)C)=O)C